ethyl 2-(4-(3-(2-(difluoromethoxy)-6-methoxypyridin-3-yl)-1-(2-isopropylphenyl)ureido)-1-hydroxycyclohexyl)-2,2-difluoroacetate FC(OC1=NC(=CC=C1NC(N(C1=C(C=CC=C1)C(C)C)C1CCC(CC1)(O)C(C(=O)OCC)(F)F)=O)OC)F